5-bromo-2-(tetrahydro-2H-pyran-4-yl)isoindolin-1-one BrC=1C=C2CN(C(C2=CC1)=O)C1CCOCC1